BrCCC1=CC=C(C=C1)Br 2,4-dibromoethylbenzene